(R)-3-(tert-butyl)-N-(1-(2-methyl-4-(7-(piperazin-1-ylmethyl)-9H-pyrimido[4,5-b]indol-4-yl)phenyl)ethyl)-1,2,4-oxadiazole-5-carboxamide hydrochloride Cl.C(C)(C)(C)C1=NOC(=N1)C(=O)N[C@H](C)C1=C(C=C(C=C1)C1=NC=NC=2NC3=CC(=CC=C3C21)CN2CCNCC2)C